4-(5-(3-((2-(3-(dimethoxyphosphoryl)-3-methylbutanoyl)-4-fluoro-6-methoxybenzo[b]thiophen-5-yl)oxy)propoxy)-4-fluoro-6-methoxybenzo[b]thiophen-2-yl)-2,2-dimethyl-4-oxobutanoic acid COP(=O)(OC)C(CC(=O)C1=CC2=C(S1)C=C(C(=C2F)OCCCOC2=C(C1=C(SC(=C1)C(CC(C(=O)O)(C)C)=O)C=C2OC)F)OC)(C)C